NC1CC(C2O[C@H](CCCCC[C@H](C3NNC(C1N2)O3)C(F)(F)F)CO)C(F)(F)F (6R,12R)-17-amino-12-(hydroxymethyl)-6,15-bis(trifluoromethyl)-13,19-dioxa-3,4,18-triazatricyclo[12.3.1.12,5]nonadecan